5-fluoro-2-(3-oxa-8-azabicyclo[3.2.1]octan-8-yl)benzoate FC=1C=CC(=C(C(=O)[O-])C1)N1C2COCC1CC2